N1=CC(=CC=C1)CON O-(3-pyridylmethyl)hydroxylamine